C1(CC1)C[C@@H](C(N[C@@H](C[C@H]1C(NCC1)=O)C(COC(F)(F)F)=O)=O)NC(=O)C1=NOC(=C1)C1=C(C=CC=C1)F N-((S)-3-cyclopropyl-1-oxo-1-(((S)-3-oxo-1-((S)-2-oxopyrrolidin-3-yl)-4-(trifluoromethoxy)butan-2-yl)amino)propan-2-yl)-5-(2-fluorophenyl)isoxazole-3-carboxamide